(2-fluorophenyl)-1H-pyrrole FC1=C(C=CC=C1)N1C=CC=C1